Decanoyl-L-Carnitine CCCCCCCCCC(=O)OC(CC(=O)[O-])C[N+](C)(C)C